tert-butyl 4-(3-(4-methoxybenzyl)-2,4-dioxotetrahydropyrimidin-1(2H)-yl)-1H-indole-1-carboxylate COC1=CC=C(CN2C(N(CCC2=O)C2=C3C=CN(C3=CC=C2)C(=O)OC(C)(C)C)=O)C=C1